NC=1NC(C=2N=CN(C2N1)[C@@H]1O[C@@H]([C@H]([C@H]1O)O)CO)=O 2-amino-9-((2R,3R,4S,5R)-3,4-dihydroxy-5-hydroxymethyl-tetrahydro-furan-2-yl)-1,9-dihydro-purin-6-one